3-(cyclopropylmethyl)-7-((4-(dimethylamino)cyclohexyl)amino)-1,1-dioxidobenzo[b]thiophen C1(CC1)CC=1C2=C(S(C1)(=O)=O)C(=CC=C2)NC2CCC(CC2)N(C)C